NC1(CCC1)C(=O)O 1-amino-cyclobutane-carboxylic acid